BrC1=CC=C2C(=CC(=NC2=C1)[C@@H]1[C@H](C1)C1=NC=CC(=N1)C)C#N |r| rac-7-bromo-2-((1S*,2S*)-2-(4-methylpyrimidin-2-yl)cyclopropyl)quinoline-4-carbonitrile